COC1=CC=C(CN2C(N(CCC2=O)C=2C=NN3C2C=NC(=C3)C3CCN(CC3)C(=O)OC(C)(C)C)=O)C=C1 tert-butyl 4-(3-(3-(4-methoxybenzyl)-2,4-dioxotetrahydropyrimidin-1(2H)-yl)pyrazolo[1,5-a]pyrazin-6-yl)piperidine-1-carboxylate